Cl.CN([C@@H]1C(=C(C([C@]2(C(=C3C(C4=C(C=CC(=C4C[C@H]3C[C@@H]12)CN(C)OC)O)=O)O)O)=O)C(=O)N)O)C (4S,4aS,5aR,12aS)-4-dimethylamino-3,10,12,12a-tetrahydroxy-7-[(methoxy(methyl)amino)-methyl]-1,11-dioxo-1,4,4a,5,5a,6,11,12a-octahydro-naphthacene-2-carboxylic acid amide monoHCl